C(C(O)C)(=O)OC(CCCC)O pentanediol lactate